3-(trifluoromethyl)-1,5-naphthyridin-2(1H)-one FC(C=1C(NC2=CC=CN=C2C1)=O)(F)F